C(C)(C)(C)OC(=O)N(C=1C=CC=2N(C1)N=C(N2)C2=C1C=C(N=CC1=C(N=C2)NC)NC2=CC=CC(=N2)OC(CCC(=O)OC(C)(C)C)C)C tert-butyl 4-[[6-[[5-[6-[tert-butoxycarbonyl(methyl)amino]-[1,2,4]triazolo[1,5-a]pyridin-2-yl]-8-(methylamino)-2,7-naphthyridin-3-yl]amino]-2-pyridyl]oxy]pentanoate